([1,1'-biphenyl]-4-ylethynyl)pyrrolidine-1-carboxylic acid tert-butyl ester C(C)(C)(C)OC(=O)N1C(CCC1)C#CC1=CC=C(C=C1)C1=CC=CC=C1